1-methyl-5-(methylsulfonyl)-4,5,6,7-tetrahydro-1H-imidazo[4,5-c]pyridine CN1C=NC=2CN(CCC21)S(=O)(=O)C